(S)-2-cyclopropyl-6-((3-fluoropyrrolidin-1-yl)methyl)pyrimidine-4-carboxylic acid C1(CC1)C1=NC(=CC(=N1)C(=O)O)CN1C[C@H](CC1)F